CC1=C(C=CC=C1N1CCC(CC1)CN)C1=CC=CC=C1 (1-(2-methylbiphenyl-3-yl)piperidin-4-yl)methanamine